N(=[N+]=[N-])C=1C=C2C(=C(N1)N1CCC(CC1)(F)F)OC=C2 5-Azido-7-(4,4-difluoropiperidin-1-yl)furo[2,3-c]pyridine